ClC1=C(C=C(C(=C1)F)Cl)O 2,5-dichloro-4-fluorophenol